C(#N)[C@H](C[C@H]1C(NCCC1)=O)NC(=O)[C@@H]1N([C@H]2CC([C@@H]1CC2)(F)F)C([C@H](C(C)(C)C)NC(C(F)(F)F)=O)=O (1R,3R,4R)-N-[(1S)-1-cyano-2-[(3S)-2-oxo-3-piperidyl]ethyl]-2-[(2S)-3,3-dimethyl-2-[(2,2,2-trifluoroacetyl)amino]butanoyl]-5,5-difluoro-2-azabicyclo[2.2.2]octane-3-carboxamide